tert-butyl (S)-2-[6-chloro-2-[(R)-3-methylmorpholine-4-carbonyl]-1,2,3,4-tetrahydroisoquinolin-8-yl]pyrrolidine-1-carboxylate ClC=1C=C2CCN(CC2=C(C1)[C@H]1N(CCC1)C(=O)OC(C)(C)C)C(=O)N1[C@@H](COCC1)C